COCCNC1=NC=CC(=C1)C1=CC=2C=NC(=CC2N1)NC(=O)C1CC1 N-(2-(2-(2-methoxyethylamino)pyridin-4-yl)-1H-pyrrolo[3,2-c]pyridin-6-yl)cyclopropanecarboxamide